CC(C[C@@H](C(=O)NCCN1CCOCC1)NS(=O)(=O)C1=CC=C(C=C1)C)C (S)-4-methyl-2-(4-methylphenyl-sulphonamido)-N-(2-morpholinoethyl)pentanamide